(N-methyl)pyridinephosphonic acid melamine salt N1=C(N)N=C(N)N=C1N.CN1C(C=CC=C1)P(O)(=O)O